C(C)(C)(C)OC(=O)C1C2NCCC1CC2 2-azabicyclo[3.2.1]octane-8-carboxylic acid tert-butyl ester